CC1=C(C=2N(C=C1C1=C(C=3N=C(SC3N1)N1CCC(CC1)NCC(C)(C)OC)C(C)C)N=CN2)C 1-(5-(7,8-dimethyl-[1,2,4]triazolo[1,5-a]pyridin-6-yl)-6-isopropyl-4H-pyrrolo[3,2-d]thiazol-2-yl)-N-(2-methoxy-2-methylpropyl)piperidin-4-amine